ClC=1C=C(C2=C(N(C(=N2)N2C(=CC=C2C)C)C)C1)C1=C(N(N=C1)C)C1=C(C#N)C=CC=C1 2-[4-[6-chloro-2-(2,5-dimethylpyrrol-1-yl)-1-methyl-benzimidazol-4-yl]-2-methyl-pyrazol-3-yl]benzonitrile